5-ethyl-6-fluoro-4-(8-fluoro-2-{[(2R,7aS)-2-fluorotetrahydro-1H-pyrrolizin-7a(5H)-yl]methoxy}-4-[(2R)-2-hydroxy-2-methylcyclopropyl]pyrido[4,3-d]pyrimidin-7-yl)naphthalen-2-ol C(C)C1=C2C(=CC(=CC2=CC=C1F)O)C1=C(C=2N=C(N=C(C2C=N1)C1[C@](C1)(C)O)OC[C@]12CCCN2C[C@@H](C1)F)F